(1S,2S)-2-hydroxymethyl-cyclopentanol OC[C@H]1[C@H](CCC1)O